COC([C@@H](NC(=O)OCC1=CC=CC=C1)CC1=CN(C2=CC(=CC=C12)OCC1=CC=CC=C1)C(=O)OC(C)(C)C)=O (S)-6-benzyloxy-N-benzyloxycarbonyl-1-tert-butoxycarbonyl-tryptophan methyl ester